CN1C(C(=C(C2=CC(=C(C=C12)O[C@@H]1COCC1)C)N1CCC(CC1)C1=NC(=NO1)C1=C(C=CC=C1)C)C(=O)N)=O 1,6-dimethyl-4-{4-[3-(2-methylphenyl)-1,2,4-oxadiazol-5-yl]piperidin-1-yl}-2-oxo-7-{[(3S)-oxolane-3-yl]oxy}-1,2-dihydroquinoline-3-carboxamide